ethyl (E)-2-((1-(dimethylamino)ethylidene)amino)-2-oxoacetate CN(\C(\C)=N\C(C(=O)OCC)=O)C